C([C@@H](O)C1=CC=CC=C1)(=O)O.N[C@H]1[C@H](CCCC1)NC(OC(C)(C)C)=O tert-butyl (1S,2R)-2-aminocyclohexylcarbamate, (S)-mandelic acid salt